4-((R*)-4-((1SR,6RS)-2,5-diazabicyclo[4.2.0]octan-2-yl)-2-methylbenzo[d][1,3]dioxol-2-yl)-3-fluorobenzonitrile para-toluenesulfonate CC1=CC=C(C=C1)S(=O)(=O)O.[C@H]12N(CCN[C@@H]2CC1)C1=CC=CC=2O[C@@](OC21)(C)C2=C(C=C(C#N)C=C2)F |&1:11,16,o1:25|